OCC(CO)OC(CCCCCCCCCCCCCCC)=O 1,3-dihydroxypropan-2-ylpalmitate